ClC1=CC=C(C=C1)N(N)C 1-(4-chlorophenyl)-1-methylhydrazine